C12CN(CC(CC1)N2)C=2C=CC(=NC2)C2=C(C(=NC(=N2)N)C2=CC1=C(N(N=C1C=C2)C)C(C)C)F.[N] Nitrogen [5-(3,8-diazabicyclo[3.2.1]oct-3-yl)-2-pyridinyl]-5-fluoro-4-(3-isopropyl-2-methyl-2H-indazol-5-yl)pyrimidin-2-amine